[18F]C1=C(CO)C=CC=C1 ortho-[18F]fluorobenzyl alcohol